NC1=C(C2=C(S1)CC1(OCCO1)CC2)C(=O)OCC ethyl 2-amino-4,7-dihydro-5H-spiro[benzo[b]thiophene-6,2'-[1,3]dioxolane]-3-carboxylate